C1C(CC2=CC=CC=C12)NC(=O)C1=NC=CN=C1NC(=O)N1[C@H](CCC[C@H]1C)C N-(2,3-dihydro-1H-inden-2-yl)-3-(cis-2,6-dimethylpiperidine-1-carboxamido)pyrazine-2-carboxamide